FC1(C2=CC=CC=C2C=2C=C(C=CC12)C(=O)NCC(=O)N1[C@@H](C[C@H](C1)SC(C)C)C(=O)OC)F methyl (2S,4R)-1-((9,9-difluoro-9H-fluorene-3-carbonyl)glycyl)-4-(isopropylthio)pyrrolidine-2-carboxylate